4-methoxy-2-(1H-pyrazol-1-yl)pyridine COC1=CC(=NC=C1)N1N=CC=C1